CCCCCCCCCCCCCCCC(=O)O[C@H](COC(=O)CCCCCCCCCCCCC)COP(=O)(O)OC[C@H](CO)O The molecule is a 1,2-diacyl-sn-glycero-3-phospho-(1'-sn-glycerol) in which the 1- and 2-acyl groups are specified as tetradecanoyl (myristoyl) and hexadecanoyl (palmitoyl) respectively. It is a 1,2-diacyl-sn-glycero-3-phospho-(1'-sn-glycerol) and a tetradecanoate ester. It is a conjugate acid of a 2-hexadecanoyl-1-tetradecanoyl-sn-glycero-3-phospho-(1'-sn-glycerol)(1-).